2-CYCLOPROPOXY-6-FORMYLBENZAMIDE C1(CC1)OC1=C(C(=O)N)C(=CC=C1)C=O